C(C)(=O)O[C@H]1[C@@H]2C(C(C([C@H]([C@H]1OC(C1=CC=CC=C1)(C1=CC=C(C=C1)OC)C1=CC=C(C=C1)OC)N2C)(C)C)=O)(C)C (1R,5S,6S,7R)-7-(Bis(4-methoxyphenyl)(phenyl)methoxy)-2,2,4,4,8-pentamethyl-3-oxo-8-azabicyclo[3.2.1]octan-6-yl acetate